C(C)(C)(C)NC(=O)C1=CC2=C(C(N(C=C2C2=CC(N(C=C2OC2=C(C=CC=C2C)C)C)=O)C)=O)N1 N-(tert-butyl)-4-(5-(2,6-dimethylphenoxy)-1-methyl-2-oxo-1,2-dihydropyridin-4-yl)-6-methyl-7-oxo-6,7-dihydro-1H-pyrrolo[2,3-c]pyridine-2-carboxamide